N1=CC(=CC=C1)[C@@H](CCCO)O (R)-1-pyridin-3-yl-butane-1,4-diol